Cl.N[C@H]1C[C@@H](CCC1)NC(=O)C1=CN(CCS1)C1=C2N=CNC2=NC=N1 N-((1R,3R)-3-aminocyclohexyl)-4-(9H-purin-6-yl)-3,4-dihydro-2H-1,4-thiazine-6-carboxamide hydrochloride